octadecyl-4-hydroxy-3,5-dimethylbenzyl mercaptoacetate SCC(=O)OC(C1=CC(=C(C(=C1)C)O)C)CCCCCCCCCCCCCCCCCC